2-(2,6-Dichlorophenyl)-9-(1-(tetrahydrofuran-3-yl)-1H-pyrazol-4-yl)imidazo[2,1-f][1,6]naphthyridine-3-carboxamide ClC1=C(C(=CC=C1)Cl)C=1N=C2C=3C=C(C=NC3C=CN2C1C(=O)N)C=1C=NN(C1)C1COCC1